C1(CC1)C1=NC=CC(=C1)C1=NOC(=N1)C(C(=O)N[C@H](C)C1=CC=CC=C1)C 2-(3-(2-cyclopropylpyridin-4-yl)-1,2,4-oxadiazol-5-yl)-N-((R)-1-phenylethyl)propanamide